C1(CCCCC1)CN1N=CC(=C1C1CC1)B1OC(C(O1)(C)C)(C)C 1-(cyclohexylmethyl)-5-cyclopropyl-4-(4,4,5,5-tetramethyl-1,3,2-dioxaborolan-2-yl)-1H-pyrazole